2-(cyclohexylamino)-6-[5-(difluoromethyl)-1,3,4-oxadiazol-2-yl]-2,3-dihydro-1H-isoindol-1-one C1(CCCCC1)NN1C(C2=CC(=CC=C2C1)C=1OC(=NN1)C(F)F)=O